(R)-2-methoxy-1-(3-(trifluoromethoxy)phenyl)ethan-1-amine COC[C@H](N)C1=CC(=CC=C1)OC(F)(F)F